(±)-trans-8-(4-((5-Isopropoxypyridin-2-yl)oxy)-3-methoxypiperidin-1-yl)-5-methyl-6-oxo-5,6-dihydro-1,5-naphthyridin-2-carbonitril C(C)(C)OC=1C=CC(=NC1)O[C@H]1[C@@H](CN(CC1)C1=CC(N(C=2C=CC(=NC12)C#N)C)=O)OC |r|